(4-(2-aminoethyl)phenethyl)-2,3,4,9-tetrahydro-1H-carbazol-1-amine NCCC1=CC=C(CCC2(CCCC=3C4=CC=CC=C4NC23)N)C=C1